CN(C1=CC(=C(C=C1)C)B1OC(C(O1)(C)C)(C)C)C N,N,4-trimethyl-3-(4,4,5,5-tetramethyl-1,3,2-dioxaborolan-2-yl)aniline